C(C)(C)(C)OC(=O)N1C2(CC2)CN(CC1)C1=CC(=C(C=C1)[N+](=O)[O-])O.CN1C(OC2=C1C=CC(=C2)N2CCN(C1(CC1)C2)C(=O)NCCCCC2=CC=CC=C2)=O 7-(3-Methyl-2-oxo-1,3-benzoxazol-6-yl)-N-(4-phenylbutyl)-4,7-diazaspiro[2.5]octane-4-carboxamide tert-Butyl-7-(3-hydroxy-4-nitrophenyl)-4,7-diazaspiro[2.5]octane-4-carboxylate